bis-aspartic acid disodium salt [Na+].[Na+].N[C@@H](CC(=O)[O-])C(=O)[O-].N[C@@H](CC(=O)O)C(=O)O